NC=1C=CC2=C(S(C=C2C)(=O)=O)C1 6-amino-3-methylbenzo[b]thiophene 1,1-dioxide